((2R,3S,4R,5R)-5-(6-((3-ethynylphenyl)amino)-9H-purin-9-yl)-3,4-dihydroxytetrahydrofuran-2-yl)methyl (methoxycarbonyl)sulfamate COC(=O)NS(OC[C@H]1O[C@H]([C@@H]([C@@H]1O)O)N1C2=NC=NC(=C2N=C1)NC1=CC(=CC=C1)C#C)(=O)=O